(±)-2-(3-(3,3-difluoro-1-(fluoro(4-methyl-4H-1,2,4-triazol-3-yl)methyl)cyclobutyl)phenyl)-3-oxo-7-(trifluoromethyl)isoindoline-5-carbaldehyde FC1(CC(C1)([C@H](C1=NN=CN1C)F)C=1C=C(C=CC1)N1CC2=C(C=C(C=C2C1=O)C=O)C(F)(F)F)F |r|